C(C)(C)(C)C=1C(=CC(=C(C1)C(CCC)C1=C(C=C(C(=C1)C(C)(C)C)O)C)C)O 1,1-bis(5-tert-butyl-4-hydroxy-2-methylphenyl)butan